N-(2-chlorophenyl)-2-methyl-4H-pyrrolo[2,3-d]thiazole-5-carboxamide ClC1=C(C=CC=C1)NC(=O)C1=CC2=C(N=C(S2)C)N1